(S,Z)-3-(2-((2-((6-(3-(3-aminopropyl)-1H-imidazol-3-ium-1-yl)pyridin-3-yl)oxy)ethoxy)imino)-2-(2-aminothiazol-4-yl)acetamido)-2,2-dimethyl-4-oxoazetidin-1-yl sulfate S(=O)(=O)(ON1C([C@@H](C1=O)NC(\C(\C=1N=C(SC1)N)=N/OCCOC=1C=NC(=CC1)N1C=[N+](C=C1)CCCN)=O)(C)C)[O-]